O1C(=CC=C1)C1=NC(=CC=C1/C=C/C(=O)NC1=CC=CC=2NC(NC21)=O)C(F)(F)F (E)-3-(2-(furan-2-yl)-6-(trifluoromethyl)pyridin-3-yl)-N-(2-oxo-2,3-dihydro-1H-benzo[d]imidazol-4-yl)acrylamide